N-(9-fluorenylmethoxycarbonyl)alanine C1=CC=CC=2C3=CC=CC=C3C(C12)COC(=O)N[C@@H](C)C(=O)O